FC1=CC=2N(C=C1)C(=CN2)C2=C1CNC(C1=C(C=C2)NC2=NC=C(C=C2)N2C[C@H](OCC2)[C@@H](C)O)=O 4-(7-fluoroimidazo[1,2-a]pyridin-3-yl)-7-((5-((S)-2-((R)-1-hydroxyethyl)morpholino)pyridin-2-yl)amino)isoindolin-1-one